CCC(CCC)C(CCCCCCCCCCCN)(N)C(CC)CCC di(3-hexyl)-1,12-diaminododecane